Dodecyl ((R)-(((2R,3S,5R)-5-(6-amino-2-fluoro-9H-purin-9-yl)-2-ethynyl-3-hydroxytetrahydrofuran-2-yl) methoxy)(phenoxy)phosphoryl)-L-alaninate NC1=C2N=CN(C2=NC(=N1)F)[C@H]1C[C@@H]([C@@](O1)(C#C)CO[P@@](=O)(OC1=CC=CC=C1)N[C@@H](C)C(=O)OCCCCCCCCCCCC)O